6-amino-4-chloro-3-(trifluoromethyl)benzonitrile NC1=CC(=C(C=C1C#N)C(F)(F)F)Cl